C1(CC1)C1=CC=NO1 5-Cyclopropyl-isoxazol